1-(1-(pyridin-2-yl)azetidin-3-yl)imidazolidin-2-one N1=C(C=CC=C1)N1CC(C1)N1C(NCC1)=O